NCCCC(C)C 5-amino-2-methylpentane